Ruthenium(III) chloride hydrate O.[Ru](Cl)(Cl)Cl